FC=1C=C(C=CC1C(F)(F)F)C1C(=C(NC=2N1N=C(C2)CN2CC(C2)COC)C)C(=O)NC=2C=C1C=CN=CC1=CC2 7-(3-fluoro-4-(trifluoromethyl)phenyl)-N-(isoquinolin-6-yl)-2-((3-(methoxymethyl)azetidin-1-yl)methyl)-5-methyl-4,7-dihydropyrazolo[1,5-a]pyrimidine-6-carboxamide